2-methyl-5-[3-(1-piperidinyl)azetidin-1-yl]benzamide CC1=C(C(=O)N)C=C(C=C1)N1CC(C1)N1CCCCC1